acetic acid-zinc salt [Zn+2].C(C)(=O)[O-].C(C)(=O)[O-]